N[C@H]([C@@H](C(=O)O)C)C=CC(=C[C@@H]([C@H](CC1=CC=CC=C1)OC)C)C (2S,3S,8S,9S)-3-amino-9-methoxy-2,6,8-trimethyl-10-phenyldecane-4,6-dienoic acid